C(C1=CC=CC=C1)C1NC(CC12CCN(CC2)C2CC1(C2)CN(CC1)C1=NC(=NO1)C)=O 1-benzyl-8-(6-(3-methyl-1,2,4-oxadiazol-5-yl)-6-azaspiro[3.4]oct-2-yl)-2,8-diazaspiro[4.5]decan-3-one